FC(OC1=NC(=NN2C1=C(C=C2)C=2C=C1N=CC=NC1=CC2)N[C@@H]2[C@@H](CN(CC2)C(C)=O)F)F 1-((3R,4S)-4-((4-(difluoromethoxy)-5-(quinoxalin-6-yl)pyrrolo[2,1-f][1,2,4]triazin-2-yl)amino)-3-fluoropiperidin-1-yl)ethan-1-one